5-(1-(Fluoromethyl)cyclopropyl)-N-(4-(6-(1-methyl-1H-pyrazol-4-yl)pyrazolo[1,5-a]pyrazin-4-yl)benzyl)-1,2,4-oxadiazole-3-carboxamide FCC1(CC1)C1=NC(=NO1)C(=O)NCC1=CC=C(C=C1)C=1C=2N(C=C(N1)C=1C=NN(C1)C)N=CC2